(4R)-4-benzyl-3-[(2R)-2-(4-bromophenyl)butanoyl]-1,3-oxazolidin-2-one C(C1=CC=CC=C1)[C@H]1N(C(OC1)=O)C([C@H](CC)C1=CC=C(C=C1)Br)=O